5-(oxan-4-yl)-4-oxo-1H,4H,5H-pyrrolo[3,2-c]pyridine-7-carboxylic acid O1CCC(CC1)N1C(C2=C(C(=C1)C(=O)O)NC=C2)=O